OCC=1OC2=C(N1)CN(C2)C(=O)OC(C)(C)C tert-butyl 2-(hydroxymethyl)-4,6-dihydro-5H-pyrrolo[3,4-d]oxazole-5-carboxylate